N-cyclopropyl-2-methoxy-6-methyl-4-(4,4,5,5-tetramethyl-1,3,2-dioxaborolan-2-yl)benzamide C1(CC1)NC(C1=C(C=C(C=C1C)B1OC(C(O1)(C)C)(C)C)OC)=O